4-((2-(2-(4-(dimethylamino)phenoxy)ethoxy)ethoxy)methyl)-N,N-bis(3-methoxybenzyl)thiazol-2-amine CN(C1=CC=C(OCCOCCOCC=2N=C(SC2)N(CC2=CC(=CC=C2)OC)CC2=CC(=CC=C2)OC)C=C1)C